N-[(1S)-3-[5-[bis(2-chloroethyl)amino]-1-methyl-benzoimidazol-2-yl]-1-[[(1S)-3-methyl-1-(methylcarbamoyl)butyl]carbamoyl]propyl]carbamic acid tert-butyl ester dihydrochloride Cl.Cl.C(C)(C)(C)OC(N[C@@H](CCC1=NC2=C(N1C)C=CC(=C2)N(CCCl)CCCl)C(N[C@@H](CC(C)C)C(NC)=O)=O)=O